1,1'-biphenyl-4-carboxylic acid monofluoromethylthioester FCSOC(=O)C1=CC=C(C=C1)C1=CC=CC=C1